C(#N)C1=CC=CC(=N1)[C@H](CNC(CC1CCC(CC1)NC(C)=O)(C)C)O N-[(1R,4s)-4-{2-[(S)-2-(6-cyano-2-pyridyl)-2-hydroxyethylamino]-2-methyl-propyl}cyclohexyl]acetamide